OCCN1C(C=2C(C1=O)=CC=CC2)=O N-(2-hydroxyethyl)-phthalimide